1,3-Dioxolane-2-methanamine O1C(OCC1)CN